BrC=1C(=C(C=C(C1)C)C12C[C@]3(C[C@](CC(C1)C3)(C2)C)C)OCOC (1r,3R,5S,7r)-1-(3-bromo-2-(methoxymethoxy)-5-methyl-phenyl)-3,5-dimethyladamantane